methyl formate (Methyl format) CC(=O)O.C(=O)OC